O[C@H](COC=1C=C(C=CC1)S(=O)(=O)NC)CN[C@H]1COC2(C1)CCN(CC2)S(=O)(=O)C=2C=C1C(=NC2)C=CN1C 3-((S)-2-hydroxy-3-((R)-8-(1-methyl-1H-pyrrolo[3,2-b]pyridin-6-ylsulfonyl)-1-oxa-8-azaspiro[4.5]decan-3-ylamino)propoxy)-N-methylbenzenesulfonamide